(((7-bromo-6-chloro-4-hydroxy-1-(2-isopropyl-4-methylpyridin-3-yl)-2-oxo-1,2-dihydroquinazolin-5-yl)oxy)methyl)piperazine-1-carboxylic acid tert-butyl ester C(C)(C)(C)OC(=O)N1C(CNCC1)COC1=C2C(=NC(N(C2=CC(=C1Cl)Br)C=1C(=NC=CC1C)C(C)C)=O)O